2-[(dodecylsulfanylsulfonylthiocarbonyl)sulfanylsulfonyl]propionic acid C(CCCCCCCCCCC)SS(=O)(=O)C(=S)SS(=O)(=O)C(C(=O)O)C